N-(5-((2-(2-oxa-5-azaspiro[3.4]octan-5-yl)ethyl)carbamoyl)-2-methylpyridin-3-yl)-7-(1-methyl-1H-pyrazol-4-yl)-[1,2,4]triazolo[4,3-a]pyridine-3-carboxamide C1OCC12N(CCC2)CCNC(=O)C=2C=C(C(=NC2)C)NC(=O)C2=NN=C1N2C=CC(=C1)C=1C=NN(C1)C